2-(2-((4-fluorobenzyl)thio)-4H-imidazo[4,5-b]pyridin-4-yl)-N-(2-methyl-5-((Tetrahydro-2H-pyran-4-yl)amino)phenyl)butanamide FC1=CC=C(CSC2=NC=3C(N(C=CC3)C(C(=O)NC3=C(C=CC(=C3)NC3CCOCC3)C)CC)=N2)C=C1